CC1(CCC(CC1)OC1=CC=C(C=N1)S(=O)(=O)N1[C@H]([C@@H]2CC[C@H](C1)N2C(=O)OCCOC)C(NO)=O)C 2-methoxyethyl (1S,2R,5R)-3-((6-((4,4-dimethyl-cyclohexyl)-oxy)pyridin-3-yl)-sulfonyl)-2-(hydroxycarbamoyl)-3,8-diazabicyclo[3.2.1]-octane-8-carboxylate